ClC=1C=CC(=C(C1)CC(=O)NC=1N=NN(C1)CCCCN1N=NC(=C1)C(=O)NCC=1C=NC(=CC1)C)F 1-(4-{4-[2-(5-chloro-2-fluorophenyl)acetamido]-1H-1,2,3-triazol-1-yl}butyl)-N-[(6-methylpyridin-3-yl)methyl]-1H-1,2,3-triazole-4-carboxamide